ClC1=NC=C(C=2C1=CN(N2)C=2C(=NC(=NC2)OC)OC)C#N 4-chloro-2-(2,4-dimethoxypyrimidin-5-yl)pyrazolo[4,3-c]pyridine-7-carbonitrile